3-(3-ethyl-4-oxo-spiro[6,8-dihydro-5H-pyrazolo[4,3-c]azepine-7,4'-tetrahydropyran]-1-yl)propyl tetra-hydropyran-4-carboxylate O1CCC(CC1)C(=O)OCCCN1N=C(C=2C(NCC3(CCOCC3)CC21)=O)CC